Ethyl (2S)-2-[[(4-tert-butylphenoxy)-(2,3,4,5,6-pentafluorophenoxy)phosphoryl]amino]propanoate C(C)(C)(C)C1=CC=C(OP(=O)(OC2=C(C(=C(C(=C2F)F)F)F)F)N[C@H](C(=O)OCC)C)C=C1